C(C)(C)OC(CCP(=O)(C1=CC=CC=C1)OC(C)C)=O 3-(isopropoxyphenylphosphinyl)-propionic acid isopropyl ester